methyl 6-((methylamino) methyl)-3',6'-dihydro-[3,4'-bipyridine]-1'(2'H)-formate CNCC1=CC=C(C=N1)C=1CCN(CC1)C(=O)OC